OC[C@H]1O[C@@H]([C@@H]([C@H]([C@H]1O)N1N=NC(=C1)C1=C(C(=C(C=C1)F)F)F)OC)CC=1N=NN(C1)C1CCC12CCC2 (2R,3R,4S,5R,6R)-2-(hydroxymethyl)-5-methoxy-6-((1-(spiro[3.3]heptan-1-yl)-1H-1,2,3-triazol-4-yl)methyl)-4-(4-(2,3,4-trifluorophenyl)-1H-1,2,3-triazol-1-yl)tetrahydro-2H-pyran-3-ol